(pentafluorophenyl)triethoxysilane FC1=C(C(=C(C(=C1[Si](OCC)(OCC)OCC)F)F)F)F